ClC=1C=C2CN(CC2=CC1)C1CCN(CC1)C(=O)OC(C)(C)C tert-Butyl 4-(5-chloroisoindolin-2-yl)piperidine-1-carboxylate